4-[5-({[4-(aminomethyl)phenyl]methyl}amino)-4-fluoro-1-(4-methylfuran-3-carbonyl)-1H-pyrazol-3-yl]-1-(morpholine-4-carbonyl)-3-(trifluoromethyl)azetidin-2-one NCC1=CC=C(C=C1)CNC1=C(C(=NN1C(=O)C1=COC=C1C)C1C(C(N1C(=O)N1CCOCC1)=O)C(F)(F)F)F